BrC=1C(NC(=CC1OCC1=C(C=C(C=C1)F)F)C)=O 3-bromo-4-[(2,4-difluorobenzyl)oxy]-6-methylpyridin-2(1H)-one